NC1=C(C=C(C=C1F)C=1C(=NC(=NC1)NC=1C=NN(C1)C)NC1=C(C=CC(=C1)[N+](=O)[O-])F)F 5-(4-amino-3,5-difluorophenyl)-N4-(2-fluoro-5-nitrophenyl)-N2-(1-methyl-1H-pyrazol-4-yl)pyrimidine-2,4-diamine